methyl 4-fluoro-3-(methylthio)-5-nitrobenzoate FC1=C(C=C(C(=O)OC)C=C1[N+](=O)[O-])SC